1-(4-fluorophenyl)-6-methyl-5-(1-((1-methyl-1H-pyrazol-4-yl)sulfonyl)-3-(phenoxymethyl)pyrrolidin-3-yl)-1H-indazole FC1=CC=C(C=C1)N1N=CC2=CC(=C(C=C12)C)C1(CN(CC1)S(=O)(=O)C=1C=NN(C1)C)COC1=CC=CC=C1